O1C(=CC2=C1C=CC=C2)C(=O)N 1-benzofuran-2-carboxamide